4-(4-(2-aminoethoxy)-2,6-dimethylbenzyl)-N-ethyl-2-isopropylaniline NCCOC1=CC(=C(CC2=CC(=C(NCC)C=C2)C(C)C)C(=C1)C)C